4-chloro-2-(2-hydroxypropyl)-5-((R)-3-((4-(1,3,5-trimethyl-1H-pyrazol-4-yl)pyridin-2-yl)oxy)pyrrolidin-1-yl)pyridazin-3(2H)-one ClC=1C(N(N=CC1N1C[C@@H](CC1)OC1=NC=CC(=C1)C=1C(=NN(C1C)C)C)CC(C)O)=O